(2R)-2-cyclopropyl-2-{(1R,3S,5S)-3-[(3S,4R)-1-(5-fluoropyrimidin-2-yl)-3-methoxypiperidin-4-yl]-8-azabicyclo[3.2.1]octan-8-yl}acetamide C1(CC1)[C@H](C(=O)N)N1[C@H]2CC(C[C@@H]1CC2)[C@@H]2[C@@H](CN(CC2)C2=NC=C(C=N2)F)OC